BrC1=CC(=CC=2NC(=NC21)CN(C)C)[N+](=O)[O-] 1-(4-bromo-6-nitro-1H-benzo[d]imidazole-2-yl)-N,N-dimethylmethanamine